ethyl 3-[(cyclopropylmethyl) amino]-2-fluorobenzoate C1(CC1)CNC=1C(=C(C(=O)OCC)C=CC1)F